(S)-4-(4-(2-(1-methyl-1H-pyrazole-5-carboxamido)-3,3-diphenylpropanamido)phenyl)-3-(2-oxo-2-(pyrrolidin-1-yl)ethyl)pyridine 1-oxide CN1N=CC=C1C(=O)N[C@H](C(=O)NC1=CC=C(C=C1)C1=C(C=[N+](C=C1)[O-])CC(N1CCCC1)=O)C(C1=CC=CC=C1)C1=CC=CC=C1